1'-((2-(3-ethylureido)pyridin-4-yl)methyl)-N,2-dimethyl-1',2',3',6'-tetrahydro-[3,4'-bipyridine]-6-carboxamide C(C)NC(NC1=NC=CC(=C1)CN1CCC(=CC1)C=1C(=NC(=CC1)C(=O)NC)C)=O